C(C)(C)C=1C(=C(C(=O)N)C=CC1)C(C)C diIsopropyl-benzamide